3-[7-(hydroxymethyl)-7-methyl-5-oxo-6H-pyrrolo[3,4-b]pyridin-2-yl]-1H-indole-7-carbonitrile OCC1(NC(C=2C1=NC(=CC2)C2=CNC1=C(C=CC=C21)C#N)=O)C